N-(2-(9H-carbazol-9-yl)phenyl)-2-nitroaniline C1=CC=CC=2C3=CC=CC=C3N(C12)C1=C(C=CC=C1)NC1=C(C=CC=C1)[N+](=O)[O-]